C(C)(C)C=1C2=CC(=C(C(=C2C=CC1O)O)C=1C(=C2C=CC(=C(C2=CC1C)C(C)C)O)O)C 5,5'-diisopropyl-3,3'-dimethyl-[2,2'-binaphthalene]-1,1',6,6'-tetrol